C(C)OC(CC1(C(C1)=O)C(=O)OC)=O methyl 1-(2-ethoxy-2-oxoethyl)-2-oxocyclopropane-1-carboxylate